COC=1C=C(C=CC1[N+](=O)[O-])C=1CCN(CC1)C(=O)OC(C)(C)C tert-butyl 4-(3-methoxy-4-nitrophenyl)-3,6-dihydropyridine-1(2H)-carboxylate